2-amino-3-methyl-6-(3-pyridyloxy)benzimidazole-4-carbonitrile NC=1N(C2=C(N1)C=C(C=C2C#N)OC=2C=NC=CC2)C